tri(2-hydroxyethyl)ammonium ethylenediaminetetraacetate C(CN(CC(=O)[O-])CC(=O)[O-])N(CC(=O)[O-])CC(=O)[O-].OCC[NH+](CCO)CCO.OCC[NH+](CCO)CCO.OCC[NH+](CCO)CCO.OCC[NH+](CCO)CCO